FC(OC=1C=CC(=NC1)N1CCN(CC1)CC1=CN=C2C=C(C(NC2=C1)=O)CC)F 7-((4-(5-(difluoromethoxy)pyridin-2-yl)piperazin-1-yl)methyl)-3-ethyl-1,5-naphthyridin-2(1H)-one